CC(CC=O)(CCC)C 3,3-dimethyl-hexanal